BrC1=CC=C(C=C1)C(C=CC=1N(C=CN1)C)=O 1-(4-bromophenyl)-3-(1-methyl-1H-imidazol-2-yl)propan-2-en-1-one